C(CCCCCCCCC)C1=NC=CC(=C1)C(=O)O decyl-4-pyridinecarboxylic acid